zinc aspartate N[C@@H](CC(=O)[O-])C(=O)[O-].[Zn+2]